C(C=C)(=O)N1CC2=CC=CC(=C2CC1)C1=C2C(=C(NC2=C(C=C1I)C(=O)N)C)C 4-(2-acryloyl-1,2,3,4-tetrahydroisoquinolin-5-yl)-5-iodo-2,3-dimethyl-1H-indole-7-carboxamide